N1NC=C2C1=CNCCO2 6,7-dihydro-1H-pyrazolo[3,4-f][1,4]oxazepin